2-[5-(5-chloropyrimidin-2-yl)oxy-2-(trifluoromethyl)quinazolin-4-yl]-N,N-dimethyl-vinylamine ClC=1C=NC(=NC1)OC1=C2C(=NC(=NC2=CC=C1)C(F)(F)F)C=CN(C)C